3,4,6-Trimethyl-benzoic acid CC=1C=C(C(=O)O)C(=CC1C)C